ClC=1C=CC(=C(C1)C1=CC(=NC=C1OC)OC)N1N=NC(=C1)Cl 4-(5-chloro-2-(4-chloro-1H-1,2,3-triazol-1-yl)phenyl)-2,5-dimethoxypyridine